C1(=CC=C(C=C1)C1=C(C=CC(=C1)N)C1=CCC(C=C1)(C1=CC=CC=C1)N)C1=CC=CC=C1 ([1,1'-biphenyl]-4-yl)-[1,1':4',1''-terphenyl]-4,4'-diamine